ClC=1C(=CC2=C(OCO2)C1)C(CC(=O)O)C1=CC2=CC(=CC=C2C=C1)OCC(=O)NC1CCCCCC1 3-(6-chlorobenzo[d][1,3]dioxol-5-yl)-3-(7-(2-(cycloheptylamino)-2-oxoethoxy)naphthalen-2-yl)propanoic acid